BrC1=CN=C(C(N1C)=O)Cl 6-bromo-3-chloro-1-methylpyrazin-2(1H)-one